C(C1=CC=CC=C1)OC(C=1NC(=C(N1)S(=O)(=O)C)C)C1=CC(=C(C=C1)F)Cl 2-((benzyloxy)(3-chloro-4-fluorophenyl)methyl)-5-methyl-4-(methylsulfonyl)-1H-imidazole